1-cyclopropyl-5-nitro-1H-pyrrolo[2,3-b]pyridine-2,3-dione C1(CC1)N1C(C(C=2C1=NC=C(C2)[N+](=O)[O-])=O)=O